ethyl 4-(3-chloro-5-methoxy-4-(4-methylpentanoyloxy)phenyl)-6-methyl-2-thioxo-1,2,3,4-tetrahydropyrimidine-5-carboxylate ClC=1C=C(C=C(C1OC(CCC(C)C)=O)OC)C1NC(NC(=C1C(=O)OCC)C)=S